4-cyano-1,2,3-trimethyl-1,4,5,6-tetrahydropyrimidinium C(#N)C1N(C([NH+](CC1)C)C)C